Propyl-1-methylcyclohexane C(CC)C1(CCCCC1)C